ClC1=C(C=CC(=C1)Cl)CNC1CCN(CC1)C N-[(2,4-dichlorophenyl)methyl]-1-methylpiperidin-4-amine